C[C@@H]1N(C2=CC=C3C(=C2CC1)N=C(N3CCNCC=3C=NN(C3)C)CCN3C(C=CC=C3)=O)C(=O)OC methyl (S)-7-methyl-3-(2-(((1-methyl-1H-pyrazol-4-yl)methyl)amino)ethyl)-2-(2-(2-oxopyridin-1(2H)-yl)ethyl)-3,7,8,9-tetrahydro-6H-imidazo[4,5-f]quinoline-6-carboxylate